5-((2,6-dimethyl-7-phenyl-1H-imidazo[4,5-c]pyridin-1-yl)methyl)pyridine-2-sulfonamide CC=1N(C2=C(C=NC(=C2C2=CC=CC=C2)C)N1)CC=1C=CC(=NC1)S(=O)(=O)N